1-(cyclopropylamino)-4-(3-fluorophenyl)-6-(trifluoromethyl)-3H-pyrido[1,2-c]pyrimidin-3-one C1(CC1)NC1=NC(C(=C2N1C=CC(=C2)C(F)(F)F)C2=CC(=CC=C2)F)=O